5-(1-(2,2-Difluoroethyl)-1H-benzo[d]imidazol-6-yl)-N-((3R,4S)-3-fluoro-1-(oxetan-3-yl)piperidin-4-yl)-4-methoxypyrrolo[2,1-f][1,2,4]triazin-2-amine FC(CN1C=NC2=C1C=C(C=C2)C=2C=CN1N=C(N=C(C12)OC)N[C@@H]1[C@@H](CN(CC1)C1COC1)F)F